Furan-2-ylmethyl-(3-piperidin-1-yl-propyl)-amine O1C(=CC=C1)CNCCCN1CCCCC1